C(C1=CC=CC=C1)OC(=O)NC(C(=O)OCC)CC1C(C1)(C)C ethyl 2-(benzyloxycarbonylamino)-3-(2,2-dimethylcyclopropyl)propanoate